benzyl 4-methylpiperidine-4-carboxylate CC1(CCNCC1)C(=O)OCC1=CC=CC=C1